N[C@H]1CN(CCC1)C(=S)C=1C=C2C=3N(CCNC3C1)C(=N2)C=2N(C1=CC=CC=C1C2)CC2CC2 (R)-(3-aminopiperidin-1-yl)(2-(1-(cyclopropylmethyl)-1H-indol-2-yl)-5,6-dihydro-4H-imidazo[1,5,4-de]quinoxalin-8-yl)methanethione